4-(6-((4-chloro-2-fluorobenzyl)oxy)pyridin-2-yl)piperidine-1-carboxylic acid tertiary Butyl ester C(C)(C)(C)OC(=O)N1CCC(CC1)C1=NC(=CC=C1)OCC1=C(C=C(C=C1)Cl)F